N-(trimethylsilyl)silanylamine C[Si](N[SiH3])(C)C